O1C=NC=2C=CC=3C=CNC3C21 oxazoloindole